CNS(=O)(=O)C1=CC(=C(C=C1)OC1=CC=C(C=C1)C(F)(F)F)C=1N=C2O[C@H](CN2C1)C |o1:26| (S)- or (R)-N-methyl-3-(2-methyl-2,3-dihydroimidazo[2,1-b][1,3]oxazol-6-yl)-4-[4-(trifluoromethyl)phenoxy]benzene-1-sulfonamide